(phenanthren-2-yl)amine C1=C(C=CC=2C3=CC=CC=C3C=CC12)N